C(CCCCC)C(C(=O)OCCCCCC(CCCCCSCC(CCCCCC)OC(CC1CCCCCC1)=O)N(C)CCCCO[Si](C1=CC=CC=C1)(C1=CC=CC=C1)C(C)(C)C)CCCCCCCC 6-((4-((tert-butyldiphenylsilyl)oxy)butyl)(methyl)amino)-11-((2-(2-cycloheptylacetoxy)octyl)thio)-undecyl 2-hexyldecanoate